N-[(4S,5S)-7-ethyl-4-(4-fluorophenyl)-3-methyl-6-oxo-1-phenyl-1H,4H,5H,6H,7H-pyrazolo[3,4-b]pyridin-5-yl]-1,3-benzoxazole-6-carboxamide C(C)N1C2=C([C@@H]([C@@H](C1=O)NC(=O)C1=CC3=C(N=CO3)C=C1)C1=CC=C(C=C1)F)C(=NN2C2=CC=CC=C2)C